The molecule is an alkylglucosinolic acid in which the alkyl substituent can be any omega-(methylsulfanyl)alkyl group. It is an alkylglucosinolic acid and a sulfoxide. It is a conjugate acid of an omega-[(methylsulfinyl)alkyl]glucosinolate. CS(=O)CCC/C(=N/OS(=O)(=O)O)/S[C@H]1[C@@H]([C@H]([C@@H]([C@H](O1)CO)O)O)O